racemic-cis-3-methyl-4-(4-(trifluoromethyl)phenyl)piperidine C[C@@H]1CNCC[C@@H]1C1=CC=C(C=C1)C(F)(F)F |r|